3-Bromo-N-(3-((4-methoxybenzyl)oxy)-2,6-dimethylphenyl)-5-methyl-6-(pyrrolidin-1-yl)pyridin-2-amine BrC=1C(=NC(=C(C1)C)N1CCCC1)NC1=C(C(=CC=C1C)OCC1=CC=C(C=C1)OC)C